diethyl-6-O-benzyl-D-galactose C(C)C([C@H]([C@@H]([C@@H]([C@H](C=O)O)O)O)O)(OCC1=CC=CC=C1)CC